8-(2-Azepan-1-yl-ethoxy)-6,6-dimethyl-6H-benzo[b]naphtho[2,3-d]furan-11-one N1(CCCCCC1)CCOC=1C=C2C(C3=C(C4=C(O3)C=CC=C4)C(C2=CC1)=O)(C)C